((2R,3S,4R,5R)-5-(4-aminopyrrolo[2,1-f][1,2,4]triazin-7-yl)-5-cyano-3,4-dihydroxytetrahydrofuran-2-yl)methyl ((R)-2-(benzyloxy)-3-(hexadecyloxy)propyl) hydrogen phosphate P(=O)(OC[C@H]1O[C@@]([C@@H]([C@@H]1O)O)(C#N)C1=CC=C2C(=NC=NN21)N)(OC[C@@H](COCCCCCCCCCCCCCCCC)OCC2=CC=CC=C2)O